C(C)OP(OCC)(=O)COC[C@H]1O[C@@H]([C@@H]2OC(O[C@@H]21)(C)C)CC2=CC=C1C(=NC(=NN12)Cl)NC1CCCC1 diethyl((((3aR,4R,6R,6aS)-6-((2-chloro-4-(cyclopentylamino)pyrrolo[2,1-f][1,2,4]triazin-7-yl)methyl)-2,2-dimethyltetrahydrofuro[3,4-d][1,3]dioxol-4-yl)methoxy)methyl)phosphonate